4-(6-(1-methyl-1H-pyrazol-4-yl)pyrazolo[1,5-a]pyridin-3-yl)piperazin-2-one CN1N=CC(=C1)C=1C=CC=2N(C1)N=CC2N2CC(NCC2)=O